BrC=1C=CC(=C(NC[C@@H](C)OC)C1)[N+](=O)[O-] (R)-5-bromo-N-(2-methoxypropyl)-2-nitroaniline